decyl ether, sodium salt [Na].C(CCCCCCCCC)OCCCCCCCCCC